NC1=NC2=CC=C(C=C2C=C1Br)C(=O)N(CC1=NC=C(C=C1)C(F)(F)F)CC1=NC=CC=N1 2-amino-3-bromo-N-(2-pyrimidinylmethyl)-N-((5-(trifluoromethyl)-2-pyridinyl)methyl)-6-quinolinecarboxamide